C(C)C1(OC=2C=C(C=CC2C=2N=C(SC21)NC(=O)C=2C(=NC=NC2OC)OC)C(F)(F)F)CC N-(4,4-diethyl-7-(trifluoromethyl)-4H-chromeno[4,3-d]thiazol-2-yl)-4,6-dimethoxypyrimidine-5-carboxamide